FC1CN(C1)C(=O)NC1=CC(=C(C=C1)F)N1N=C2N=CC(=CC2=C1)C=1N=CNC1 3-fluoro-N-{4-fluoro-3-[5-(1H-imidazol-4-yl)-2H-pyrazolo[3,4-b]pyridin-2-yl]phenyl}azetidine-1-carboxamide